5-chloro-N-(8-methoxy-2-methyl-imidazo[1,2-a]pyrazin-6-yl)pyrazine-2-carboxamide titanium bis(ethylacetoacetate) diethoxide [O-]CC.[O-]CC.C(C)CC(CC(=O)[O-])=O.C(C)CC(CC(=O)[O-])=O.[Ti+4].ClC=1N=CC(=NC1)C(=O)NC=1N=C(C=2N(C1)C=C(N2)C)OC